2-((5-bromo-2-nitropyridin-3-yl)amino)-2-methylpropanoic acid BrC=1C=C(C(=NC1)[N+](=O)[O-])NC(C(=O)O)(C)C